FC(OC1=NC2=CC=CC=C2C=C1)(F)F (trifluoromethoxy)quinoline